CC(C)(OC(NCCOCCOCCOCCOCCOC=1C=C(C=CC1)C(C(=O)OCC)C1=CC=CC=C1)=O)C ethyl 2-(3-((2,2-dimethyl-4-oxo-3,8,11,14,17-pentaoxa-5-azanonadecan-19-yl)oxy)phenyl)-2-phenylacetate